4-amino-7-(4,5-dihydrofuran-3-yl)-1-(2-methylpyridin-3-yl)pyrido[2,3-d]pyrimidin-2(1H)-one NC=1C2=C(N(C(N1)=O)C=1C(=NC=CC1)C)N=C(C=C2)C2=COCC2